1,4-Dioxaspiro[4.5]dec-8-ylmethylsulfonate O1CCOC12CCC(CC2)CS(=O)(=O)[O-]